CC1(OCC(O1)C1=C2C(=NNC2=CC=C1)C#N)C 4-(2,2-dimethyl-1,3-dioxacyclopentane-4-yl)-1H-indazole-3-carbonitrile